ClC1=CC=2C(OCC=3C=C(N=CC3C=3C=CC(=C(NS(C(=C1OC)C2)(=O)=O)C3)OCC)F)=O 13-chloro-19-ethoxy-5-fluoro-14-methoxy-16,16-dioxo-9-oxa-16λ6-thia-4,17-diazatetracyclo[16.3.1.111,15.02,7]tricosa-1(22),2(7),3,5,11(23),12,14,18,20-nonaen-10-one